di-(2-methoxy-phenyl)carbonate COC1=C(C=CC=C1)OC(OC1=C(C=CC=C1)OC)=O